[6-[[4-fluoro-2-(trifluoromethyl)phenyl]methyl]-2,6-diazaspiro[3.3]heptan-2-yl]-[(3S)-3-(1H-triazol-5-yl)pyrrolidin-1-yl]methanone FC1=CC(=C(C=C1)CN1CC2(CN(C2)C(=O)N2C[C@H](CC2)C2=CN=NN2)C1)C(F)(F)F